NC1=NC2=C(N1)C=C(C=C2)C=2C=C1C(N(C=NC1=CC2)CC(C)N2CCOCC2)=O 6-(2-amino-1H-benzo[d]imidazol-6-yl)-3-(2-morpholinopropyl)quinazolin-4(3H)-one